FC1=CC=C(C=C1)N1C(C(=CC=C1)C(=O)NC1=NC=C(C=C1)OC1=CC=NC2=CN=C(C=C12)C1CCNCC1)=O 1-(4-fluorophenyl)-2-oxo-N-[5-[[6-(4-piperidyl)-1,7-naphthyridin-4-yl]oxy]-2-pyridyl]pyridine-3-carboxamide